5-(tert-Butoxycarbonyl)-4,5,6,7-tetrahydrothieno[3,2-c]pyridine-2-carboxylic acid C(C)(C)(C)OC(=O)N1CC2=C(CC1)SC(=C2)C(=O)O